N-(3-Bromo-5-(trifluoromethyl)phenyl)-4-(tert-butyl)-2,6-dimethylbenzenesulfonamide BrC=1C=C(C=C(C1)C(F)(F)F)NS(=O)(=O)C1=C(C=C(C=C1C)C(C)(C)C)C